N-[(1S)-1-[(1R)-7-[2-[(1S,4S)-2,5-diazabicyclo[2.2.1]heptan-2-yl]-4-pyridyl]tetralin-1-yl]-2-[4-(3,5-dimethylimidazol-4-yl)anilino]-2-oxo-ethyl]-1-fluoro-cyclopropanecarboxamide [C@@H]12N(C[C@@H](NC1)C2)C2=NC=CC(=C2)C2=CC=C1CCC[C@H](C1=C2)[C@@H](C(=O)NC2=CC=C(C=C2)C=2N(C=NC2C)C)NC(=O)C2(CC2)F